C(\C=C(/C)\CCC=C(C)C)(=O)OCC(CC)O 2-hydroxybut-1-yl geranate